F[B-](F)(F)F.C(=C)C1=CC=C(CN2C=[N+](C=C2)C)C=C1 1-(p-vinylbenzyl)-3-methylimidazolium tetrafluoroborate